C1(CCCC1)C=1NC(C2=C(N1)CCC2)=O 2-cyclopentyl-6,7-dihydro-3H-cyclopenta[d]pyrimidin-4(5H)-one